1-(3-chlorophenyl)-3-(isoquinolin-4-yl)-4-methyl-2-oxoimidazolidine-4-carbonitrile ClC=1C=C(C=CC1)N1C(N(C(C1)(C#N)C)C1=CN=CC2=CC=CC=C12)=O